NC1=C(C(=O)NCC(F)(F)F)C=C(C=N1)C1=C(C=C(C=C1)NC(C(O)C1=CC(=CC(=C1)F)F)=O)Cl 2-amino-5-(2-chloro-4-(2-(3,5-difluorophenyl)-2-hydroxyacetamido)phenyl)-N-(2,2,2-trifluoroethyl)nicotinamide